octadecyl-1,3-propanediamine C(CCCCCCCCCCCCCCCCC)C(CCN)N